(6S)-6-{2-Chloro-3-[(1-methyl-pyrazolo[3,4-b]pyridin-5-yl)-amino]phenyl}-2-imino-6-methyl-3-(tetrahydropyran-4-yl)hexahydropyrimidin-4-one ClC1=C(C=CC=C1NC=1C=C2C(=NC1)N(N=C2)C)[C@@]2(CC(N(C(N2)=N)C2CCOCC2)=O)C